Potassium sarcosinate N(C)CC(=O)[O-].[K+]